C(C)(C)(C)C1=CC=C(OCCSCC2=NNC(N2)=S)C=C1 3-[(4-tert-Butylphenoxyethylsulfanyl)methyl]-1H-1,2,4-triazole-5(4H)-thione